4-((S)-2-((R)-2-amino-3-methylbutanamido)-5-ureidopentanamido)benzyl (4-((4-amino-2-butyl-1H-imidazo[4,5-c]quinolin-1-yl)methyl)benzyl)carbamate NC1=NC=2C=CC=CC2C2=C1N=C(N2CC2=CC=C(CNC(OCC1=CC=C(C=C1)NC([C@H](CCCNC(=O)N)NC([C@@H](C(C)C)N)=O)=O)=O)C=C2)CCCC